S-2-{3-[(2,2,5,5-tetramethyl-1,3-dioxan-4-yl)carbonylamino]propionylamino}ethyl (R)-3-hydroxybutanethioate O[C@@H](CC(SCCNC(CCNC(=O)C1OC(OCC1(C)C)(C)C)=O)=O)C